(2R,3S,4R,5R)-2-((R)-(4-chlorophenyl)(hydroxy)methyl)-5-(4-hydrazineylidene-3-methyl-4,7-dihydro-1H-pyrazolo[3,4-d]pyrimidin-1-yl)tetrahydrofuran-3,4-diol ClC1=CC=C(C=C1)[C@H]([C@H]1O[C@H]([C@@H]([C@@H]1O)O)N1N=C(C2=C1NC=NC2=NN)C)O